CN1CCN(CC1)C1=CC=C(C=N1)NC1=NC2=C(C=CC=C2C=N1)C1=NC=CC(=C1)NC(C=CC)=O N-(2-(2-((6-(4-methylpiperazin-1-yl)pyridin-3-yl)amino)quinazolin-8-yl)pyridin-4-yl)but-2-enamide